1-(2-(4-ethoxy-3,3-dimethyl-4-oxobut-1-yn-1-yl)-4-(trifluoromethyl)benzyl)-1,8-diazaspiro[4.5]Decane-8-carboxylic acid tert-butyl ester C(C)(C)(C)OC(=O)N1CCC2(CCCN2CC2=C(C=C(C=C2)C(F)(F)F)C#CC(C(=O)OCC)(C)C)CC1